N-(3-chloro-5-(ethylsulfanyl)phenyl)-4-(5-fluoro-3-methoxypyridin-2-yl)-5-methylthiophene-2-carboxamide ClC=1C=C(C=C(C1)SCC)NC(=O)C=1SC(=C(C1)C1=NC=C(C=C1OC)F)C